1-(6,7-dimethyl-pyrazolo[1,5-a]pyridin-3-yl)-4,4,5-trifluoro-3,3-dimethyl-isoquinoline CC=1C=CC=2N(C1C)N=CC2C2=NC(C(C1=C(C=CC=C21)F)(F)F)(C)C